2',5'-dimethoxy-[1,1'-biphenyl]-4-carboxylic acid COC1=C(C=C(C=C1)OC)C1=CC=C(C=C1)C(=O)O